1-p-tolyl-1-oxophospholene C1(=CC=C(C=C1)P1(C=CCC1)=O)C